FC=1C=2N(C=C(C1)C=1C=C(C=3N(N1)C=C(N3)C)C)C=C(N2)C2[C@@H]3CN(C[C@H]23)C 6-[8-fluoro-2-[(1S,5R)-3-methyl-3-azabicyclo[3.1.0]hexan-6-yl]imidazo[1,2-a]pyridin-6-yl]-2,8-dimethyl-imidazo[1,2-b]pyridazine